C1(CC1)CNS(=O)(=O)NC1=NC=CC(=C1)CN1CCN(CC1)C=1C=CC(=NC1)C(=O)NC 5-(4-((2-((N-(cyclopropylmethyl)sulfamoyl)amino)pyridin-4-yl)methyl)piperazin-1-yl)-N-methylpicolinamide